Cl.Cl.N[C@H](C)[C@@H]1CC[C@H](CC1)C(=O)NC1=CC=NC=C1 trans-4-[(R)-1-aminoethyl]-N-(4-pyridinyl)cyclohexanecarboxamide dihydrochloride